(4-(4-(benzo[d]thiazol-5-ylamino)quinolin-7-yl)phenyl)(4-hydroxy-4-methylpiperidin-1-yl)methanone S1C=NC2=C1C=CC(=C2)NC2=CC=NC1=CC(=CC=C21)C2=CC=C(C=C2)C(=O)N2CCC(CC2)(C)O